1,3-bis(4-(2-(4-methoxyphenyl)propan-2-yl)phenoxy)propan-2-ol COC1=CC=C(C=C1)C(C)(C)C1=CC=C(OCC(COC2=CC=C(C=C2)C(C)(C)C2=CC=C(C=C2)OC)O)C=C1